[Si](C)(C)(C(C)(C)C)O[C@H]1C[C@@H](O[C@@H]1CO[Si](C)(C)C(C)(C)C)N1C(N=C(C=C1)NC(OCC1=C(C=CC=C1)[N+](=O)[O-])=O)=O 2-nitrobenzyl (1-((2R,4S,5R)-4-((tert-butyldimethylsilyl)oxy)-5-(((tert-butyldimethylsilyl)oxy)methyl)-tetrahydrofuran-2-yl)-2-oxo-1,2-dihydropyrimidin-4-yl)carbamate